4-(4-(((6-methoxy-2-(2-methoxyimidazo[2,1-b][1,3,4]thiadiazol-6-yl)pyrazolo[1,5-a]pyridin-4-yl)oxy)methyl)-5-methylthiazol-2-yl)tetrahydro-2H-pyran-4-ol COC=1C=C(C=2N(C1)N=C(C2)C=2N=C1SC(=NN1C2)OC)OCC=2N=C(SC2C)C2(CCOCC2)O